6-amino-2'-chloro-2-(4-fluorophenyl)-6'-methyl-[3,4'-bipyridin]-4-carbonitrile NC1=CC(=C(C(=N1)C1=CC=C(C=C1)F)C1=CC(=NC(=C1)C)Cl)C#N